C(C)(C)(C)OC(=O)N1[C@@H]2CC3(CC3)[C@H]([C@H]1C(=O)O)C2 (1R,4S,6S)-5-(tert-butoxycarbonyl)-5-azaspiro[bicyclo[2.2.1]heptane-2,1'-cyclopropane]-6-carboxylic acid